dimethyl-4,4'-Diaminobiphenyl CC=1C(=C(C=CC1N)C1=CC=C(C=C1)N)C